ClC=1N=C(C=2N(C1)N=CC2F)O[C@H]2C[C@H](CC2)NC(OC(C)(C)C)=O tert-butyl ((1S,3R)-3-((6-chloro-3-fluoropyrazolo[1,5-a]pyrazin-4-yl)oxy)cyclopentyl)carbamate